FC(COC1=C(C=CC(=C1)C=1C=NN(C1)C(F)(F)F)NC1=C(N=NC=C1)C(=O)NC([2H])([2H])[2H])F 4-((2-(2,2-difluoroethoxy)-4-(1-(trifluoromethyl)-1H-pyrazol-4-yl)phenyl)Amino)-N-(methyl-d3)pyridazine-3-carboxamide